C(#C)C1(COCC1)O 3-ethynyltetrahydrofuran-3-ol